ClC=1C=C(C(=C(C1)O)C1=CC2=C(N=N1)N(C=C2OC)C2CC(C2)(C)O)C 5-chloro-2-[7-(cis-3-hydroxy-3-methylcyclobutyl)-5-methoxy-7H-pyrrolo[2,3-c]pyridazin-3-yl]-3-methylphenol